(1-(Tert-Butoxycarbonyl)-5-chloro-6-(methoxycarbonyl)-1H-indol-2-yl)boronic acid C(C)(C)(C)OC(=O)N1C(=CC2=CC(=C(C=C12)C(=O)OC)Cl)B(O)O